p-trimethoxysilyl-α-methylstyrene CO[Si](C1=CC=C(C(=C)C)C=C1)(OC)OC